C(C)C1=CC2=C(C(C=3NC4=CC(=CC=C4C3C2=O)C#N)(C)C)C=C1C=1C=NC=NC1 9-ethyl-6,6-dimethyl-11-oxo-8-(pyrimidin-5-yl)-6,11-dihydro-5H-benzo[b]carbazole-3-carbonitrile